FC=1C=C2NC(C=3N(C2=C(C1C=1C=NN(C1)CCN1C(CCC1)=O)F)C(=NN3)C)(C)C 1-[2-[4-(7,9-Difluoro-1,4,4-trimethyl-5H-[1,2,4]triazolo[4,3-a]quinoxalin-8-yl)-1H-pyrazol-1-yl]-ethyl]-pyrrolidin-2-one